isopropyl-2-ethylnorbornane C(C)(C)C12C(CC(CC1)C2)CC